(6S)-3-(2-{[(3S)-6,6-dimethylpiperidin-3-yl]amino}-5-(trifluoromethyl)pyrimidin-4-yl)-6-methyl-7-(1-methyl-1H-pyrazol-4-yl)-1H,4H,5H,6H,7H,8H-pyrrolo[2,3-c]azepin-8-one CC1(CC[C@@H](CN1)NC1=NC=C(C(=N1)C1=CNC=2C(N([C@H](CCC21)C)C=2C=NN(C2)C)=O)C(F)(F)F)C